ClC=1C(=NC(=NC1)NC=1C2=C(N(N1)C)CN(C2)C(=O)OC(C)(C)C)NC2=C(C=C(C=C2)O)P(=O)(C)C tert-butyl 3-((5-chloro-4-((2-(dimethylphosphoryl)-4-hydroxyphenyl)amino)pyrimidin-2-yl)amino)-1-methyl-4,6-dihydropyrrolo[3,4-c]pyrazole-5(1H)-carboxylate